methyl 4-(3-bromo-2-fluoro-6-methoxyphenyl)-6-methylnicotinate BrC=1C(=C(C(=CC1)OC)C1=CC(=NC=C1C(=O)OC)C)F